C1(CC1)CC1=C(C=NN1C)C1=NC(=NC=C1)NC1CCC(CC1)NC (1r,4r)-N1-(4-(5-(cyclopropylmethyl)-1-methyl-1H-pyrazol-4-yl)pyrimidin-2-yl)-N4-methylcyclohexane-1,4-diamine